CN([C@@H](CC1=CNC2=CC=CC=C12)C(=O)O)C(CCCCCCCCCC)=O.N1(CCCCC1)C1=CC=C(C=C1)NC1=CC=C(CN2C(CNCC2)=O)C=C1 1-(4-((4-(Piperidin-1-yl)phenyl)amino)benzyl)piperazin-2-one methylundecanoyl-L-tryptophanate